CN(C)CCCNC(N)=O 3-(dimethylaminopropyl)urea